C12(CC3CC(CC(C1)C3)C2)CN2N=CC(=C2C)C2=C(C=3N(C=C2)C(=CN3)NC=3C=NC=CC3C(NC=3SC2=C(N3)C=CC=C2)=O)C(=O)OC methyl 7-(1-(adamantan-1-ylmethyl)-5-methyl-1H-pyrazol-4-yl)-3-((4-(benzo[d]thiazol-2-ylcarbamoyl)pyridin-3-yl)amino)imidazo[1,2-a]pyridine-8-carboxylate